CC1(CCC(C=2C=C3C=4C=C5C(=CC4CC3=CC21)C(CCC5(C)C)(C)C)(C)C)C.[Li] lithium 1,2,3,4,7,8,9,10-octahydro-1,1,4,4,7,7,10,10-octamethyl-12H-dibenzo[b,h]fluoren